1,5-anhydro-2,3-dideoxy-3-(((4-methoxy-7-(4-(1-methyl-1H-pyrazol-4-yl)benzyl)-2,3-dihydro-1H-inden-5-yl)carbonyl)amino)-L-threo-pentitol COC1=C2CCCC2=C(C=C1C(=O)N[C@H]1CCOC[C@@H]1O)CC1=CC=C(C=C1)C=1C=NN(C1)C